(Sa)-6-(1-((R)-1-(3'-Cyano-5'-methoxy-[1,1'-biphenyl]-4-yl)ethyl)-1H-indazol-7-carboxamido)spiro[3.3]heptan C(#N)C=1C=C(C=C(C1)OC)C1=CC=C(C=C1)[C@@H](C)N1N=CC2=CC=CC(=C12)C(=O)NC1CC2(CCC2)C1